(1S,3R)-3-(3-{[(6-meth-oxypyridin-3-yl)acetyl]-amino}-1H-pyrazol-5-yl)-cyclopentyl ethyl(meth-yl)carbamate C(C)N(C(O[C@@H]1C[C@@H](CC1)C1=CC(=NN1)NC(CC=1C=NC(=CC1)OC)=O)=O)C